C(C)(=O)N1C(\C(\C2=CC=C(C=C12)Br)=C(\C1=CC=CC=C1)/OC)=O (3Z)-1-acetyl-6-bromo-3-[methoxy(phenyl)methylidene]indol-2-one